(5S,8E,10E,12R,16E,18R)-5,12,18-trihydroxyeicosa-8,10,16-trien-6,14-diynoic acid isopropyl ester C(C)(C)OC(CCC[C@@H](C#C\C=C\C=C\[C@@H](CC#C\C=C\[C@@H](CC)O)O)O)=O